C(N)(=O)C1=C(C=CC=C1)NC(=O)C12CCC(C1)(C2)NC(OC(C)(C)C)=O tert-butyl (4-((2-carbamoylphenyl)carbamoyl)bicyclo[2.1.1]hexan-1-yl)carbamate